15-heptyl-7-(4-hydroxybutyl)-17,17-dimethyl-14,16,18-trioxa-7-aza-17-silahexacosyl 2-hexyldecanoate C(CCCCC)C(C(=O)OCCCCCCN(CCCCCCOC(O[Si](OCCCCCCCC)(C)C)CCCCCCC)CCCCO)CCCCCCCC